C1(=CC=CC=C1)S(=O)(=O)C=1C=C2C=NN(C(C2=CC1)=O)C(C)C=1C=NC=CC1 6-(phenylsulfonyl)-2-(1-(pyridin-3-yl)ethyl)phthalazin-1(2H)-one